IC=1C=C(C=CC1)C(COCC(CNC(OCC1=CC=CC=C1)=O)C)(C(C)=O)C benzyl (3-(2-(3-iodo-phenyl)-2-methyl-3-oxobutoxy)-2-methyl-propyl)carbamate